5-ethyl-2-fluoro-4-[3-[5-[[5-(4-methyl-1,4-diazepan-1-yl)pyrazin-2-yl]methyl]-3,4,6,7-tetrahydroimidazo[4,5-c]pyridin-2-yl]-1H-indazol-6-yl]phenol C(C)C=1C(=CC(=C(C1)O)F)C1=CC=C2C(=NNC2=C1)C1=NC2=C(CN(CC2)CC2=NC=C(N=C2)N2CCN(CCC2)C)N1